tert-butyl (2-(3,5-dichloro-4-((4'-methyl-2'-oxospiro[cyclobutane-1,3'-indolin]-5'-yl)oxy)phenyl)-3,5-dioxo-2,3,4,5-tetrahydro-1,2,4-triazin-6-yl)carbamate ClC=1C=C(C=C(C1OC=1C(=C2C3(C(NC2=CC1)=O)CCC3)C)Cl)N3N=C(C(NC3=O)=O)NC(OC(C)(C)C)=O